triethylene glycol dimethacrylate diacrylate C(C=C)(=O)O.C(C=C)(=O)O.C(C(=C)C)(=O)O.C(C(=C)C)(=O)O.C(COCCOCCO)O